N-(5-chloro-4-(2,3-dihydro-1H-pyrrol-1-yl)pyrimidin-2-yl)-6-methoxy-2-methyl-1,2,3,4-tetrahydroisoquinolin-7-amine ClC=1C(=NC(=NC1)NC1=C(C=C2CCN(CC2=C1)C)OC)N1CCC=C1